(R)-3-(azetidin-3-yl)-1-(thietane-3-yl)piperidine N1CC(C1)[C@@H]1CN(CCC1)C1CSC1